[Cu].[Ti].[Nb].[Mo] molybdenum-niobium-titanium-copper